O=C1NC(CC[C@H]1C1=CC=C(OCC(=O)N2CCC3(CC(C3)N3CCC(CC3)C3=CC=C(C=C3)NC3=C4N=CN(C4=NC=N3)C3CC(C3)NC(CC3=CC=CC=C3)=O)CC2)C=C1)=O N-((1s,3s)-3-(6-((4-(1-(7-(2-(4-(2,6-dioxopiperidin-3-yl)phenoxy)acetyl)-7-azaspiro[3.5]nonan-2-yl)piperidin-4-yl)phenyl)amino)-9H-purin-9-yl)cyclobutyl)-2-phenylacetamide